tert-butyl 4-(2-(((2-bromopyridin-4-yl)amino)methyl)-6-cyclopropyl imidazo[1,2-a]pyridin-8-yl)piperazine-1-carboxylate BrC1=NC=CC(=C1)NCC=1N=C2N(C=C(C=C2N2CCN(CC2)C(=O)OC(C)(C)C)C2CC2)C1